(3β,6α,12β)-20-(β-D-Glucopyranosyloxy)-3,12-dihydroxydammar-24-en-6-yl 2-O-(6-deoxy-α-L-mannopyranosyl)-β-D-glucopyranoside C[C@H]1[C@@H]([C@H]([C@H]([C@@H](O1)O[C@@H]2[C@H]([C@@H]([C@H](O[C@H]2O[C@H]3C[C@@]4([C@H](C[C@H]([C@H]5[C@]4(CC[C@@H]5[C@](C)(CCC=C(C)C)O[C@H]6[C@@H]([C@H]([C@@H]([C@H](O6)CO)O)O)O)C)O)[C@@]7([C@@H]3C([C@H](CC7)O)(C)C)C)C)CO)O)O)O)O)O